FC1=C(CNC(=O)C=2C(C(=C3N(CCN(C3=O)CC3=C(C=C(C=C3)OC)OC)C2)OC)=O)C=CC(=C1)F N-(2,4-Difluorobenzyl)-2-(2,4-dimethoxybenzyl)-9-methoxy-1,8-dioxo-1,3,4,8-tetrahydro-2H-pyrido[1,2-a]pyrazine-7-carboxamide